ClC1=NC=C(C(=N1)C=1C=CC(=C(C1)NCCCCCOC=1C=C(C[S@](=O)(C)=NC(OC(C)(C)C)=O)C=C(C1)[N+](=O)[O-])F)F |r| (rac)-tert-butyl [{3-[(5-{[5-(2-chloro-5-fluoropyrimidin-4-yl)-2-fluorophenyl]amino}pentyl)oxy]-5-nitrobenzyl}(methyl)oxido-λ6-sulfanylidene]carbamate